NC1=C(C=CC=C1)CNC(OC(C)(C)C)=O tert-butyl N-[(2-aminophenyl)methyl]-carbamate